N1=C(C=CC=C1)CN1C=C(C2=CC=CC=C12)C(=O)NC1=C(C=CC=C1)SC(C(=O)O)(C)C 2-({2-[1-(pyridin-2-ylmethyl)-1H-indole-3-carboxamido]phenyl}thio)2-methylpropanoic acid